ethyl 4-(5-(3-((2-(4-ethoxy-4-oxobutanoyl)-4-fluoro-6-methoxyisoindolin-5-yl) oxy) propoxy)-6-methoxyisoindolin-2-yl)-4-oxobutanoate C(C)OC(CCC(=O)N1CC2=CC(=C(C(=C2C1)F)OCCCOC=1C=C2CN(CC2=CC1OC)C(CCC(=O)OCC)=O)OC)=O